3,5-Dimethylthiophen-3-amine CC1(CSC(=C1)C)N